1-(2-((4-(difluoromethoxy)phenyl)sulfonyl)-2,6-dihydropyrrolo[3,4-c]pyrazol-5(4H)-yl)-2-(3-hydroxyazetidin-1-yl)-2-phenylethan-1-one FC(OC1=CC=C(C=C1)S(=O)(=O)N1N=C2C(=C1)CN(C2)C(C(C2=CC=CC=C2)N2CC(C2)O)=O)F